C(C)(C)(C)OC(=O)N1C=CC2=C(C=CC=C12)N1C(N(C(C1(C)C)=O)CC1=NC=C(C=C1)C=1OC(=NN1)C(F)F)=O 4-(3-((5-(5-(Difluoromethyl)-1,3,4-oxadiazol-2-yl)pyridin-2-yl)methyl)-5,5-dimethyl-2,4-dioxoimidazolidin-1-yl)-1H-indole-1-carboxylic acid tert-butyl ester